acetyltannic acid CC(=O)O.CC(=O)O.C1=C(C=C(C(=C1O)O)O)C(=O)OC2=CC(=CC(=C2O)O)C(=O)OC[C@H]3[C@@H]([C@H]([C@@H]([C@H](O3)OC(=O)C4=CC(=C(C(=C4)OC(=O)C5=CC(=C(C(=C5)O)O)O)O)O)OC(=O)C6=CC(=C(C(=C6)OC(=O)C7=CC(=C(C(=C7)O)O)O)O)O)OC(=O)C8=CC(=C(C(=C8)OC(=O)C9=CC(=C(C(=C9)O)O)O)O)O)OC(=O)C1=CC(=C(C(=C1)OC(=O)C1=CC(=C(C(=C1)O)O)O)O)O